O=C(CC(=O)O)[C@@H](C)[C@H]1CC[C@H]2[C@@H]3CCC4CCCC[C@]4(C)[C@H]3CC[C@]12C 22-keto-cholanic acid